COC1=CC2=C(NC(=N2)C2=C(C=3C(NC2=O)=CN(N3)C)N[C@@H](C(C)C)C3=NC=CC=N3)C=C1 |o1:21| (S*)-6-(5-Methoxy-1H-benzo[d]imidazol-2-yl)-2-methyl-7-((2-methyl-1-(pyrimidin-2-yl)-propyl)amino)-2H-pyrazolo[4,3-b]pyridin-5(4H)-one